C(C)(C)(C)[S@](=O)\N=C(/C)\C=1C=C(C=C(C1)C(F)(F)F)NC(OC(C)(C)C)=O tert-butyl (S,E)-(3-(1-((tert-butylsulfinyl)imino)ethyl)-5-(trifluoromethyl)phenyl)carbamate